ClC1=C(C=NNC1=O)N1C[C@@H](CC1)OC1=NC=CC(=C1)C=1C(=NN(C1C)CC(=O)NC1CC1)C (R)-2-(4-(2-((1-(5-chloro-6-oxo-1,6-dihydropyridazin-4-yl)pyrrolidin-3-yl)oxy)pyridin-4-yl)-3,5-dimethyl-1H-pyrazol-1-yl)-N-cyclopropylacetamide